[C@H]1([C@@H](O)[C@@H](O)[C@H](O)[C@H](O1)CO)O[C@@H]1[C@@H]([C@H](O[C@@H]([C@H]1O)CO[C@@H]1[C@@H](O)[C@@H](O)[C@H](O)[C@H](O1)CO)OCCOC(CCCCCNCCNCCNCCCCCCNCC)=O)O 2-({α-D-mannopyranosyl-(1→3)-[α-D-mannopyranosyl-(1→6)]-α-D-mannopyranosyl}oxy)ethyl-3,10,13,16-tetraazadocosan-22-oate